tert-Butyl 6-bromo-1H-pyrrolo[3,2-b]pyridine-1-carboxylate BrC=1C=C2C(=NC1)C=CN2C(=O)OC(C)(C)C